NC1=CC=C(C(=C1C(=O)N(C)C)F)C=1C(=C2C(=NC1)NC[C@@]21C[C@@H](CC1)N1C(NCC1)=O)Cl 6-Amino-3-((1S,3R)-4'-chloro-3-(2-oxoimidazolidin-1-yl)-1',2'-dihydrospiro[cyclopentane-1,3'-pyrrolo[2,3-b]pyridin]-5'-yl)-2-fluoro-N,N-dimethylbenzamide